CCCCC(=O)O N-pentanoate